BrC=1C2=C(C=3C(=NC(=NC3C1F)S(=O)(=O)CC)N1CC3CCC(C1)N3C(=O)OC(C)(C)C)COC2 tert-Butyl 3-(6-bromo-3-(ethylsulfonyl)-5-fluoro-7,9-dihydrofuro[3,4-f]quinazolin-1-yl)-3,8-diazabicyclo[3.2.1]octane-8-carboxylate